8-(3H-imidazo[4,5-b]pyridin-7-yl)-2-(6-methylpyridin-2-yl)-5,6,7,8-tetrahydropyrido[2,3-d]pyrimidine N1=CNC2=NC=CC(=C21)N2CCCC1=C2N=C(N=C1)C1=NC(=CC=C1)C